Methyl ((1R,3R)-3-(3-methyl-2-oxo-6-((6-((tetrahydro-2H-pyran-4-yl)oxy)pyridin-2-yl)amino)-2,3-dihydro-1H-imidazo[4,5-c]pyridin-1-yl)cyclopentyl)carbamate CN1C(N(C2=C1C=NC(=C2)NC2=NC(=CC=C2)OC2CCOCC2)[C@H]2C[C@@H](CC2)NC(OC)=O)=O